2-(((1s,4s)-4-(((3-fluorophenyl)(phenyl)carbamoyloxy)methyl)cyclohexyl)methoxy)acetic acid FC=1C=C(C=CC1)N(C(=O)OCC1CCC(CC1)COCC(=O)O)C1=CC=CC=C1